ClC1=CC(=C(C=C1)NC1=NC(=NN1C)C=1C=NC(=CC1)N1CC2(C1)CC(C2)(F)F)OC2CN(CCC2)C N-(4-Chloro-2-((1-methylpiperidin-3-yl)oxy)phenyl)-3-(6-(6,6-difluoro-2-azaspiro[3.3]heptan-2-yl)pyridin-3-yl)-1-methyl-1H-1,2,4-triazol-5-amine